FC(S(=O)(=O)OC(C(F)(F)F)C1=NC=C(C(=C1)Cl)OC)(F)F 1-(4-chloro-5-methoxypyridin-2-yl)-2,2,2-trifluoroethyl trifluoromethanesulfonate